ClC1=C(C=CC(=C1)F)C(=O)N1CCN(CC1)C1=CC(=CC=2N1C(=NC2)C)S(=O)(=O)CC(C)(C)C (2-chloro-4-fluoro-phenyl)-[4-[7-(2,2-dimethylpropylsulfonyl)-3-methyl-imidazo[1,5-a]pyridin-5-yl]piperazin-1-yl]methanone